gallium-zinc-tin oxide [Sn]=O.[Zn].[Ga]